FC(C(=O)O)(F)F.N=1C=CN2C1C=NC(=C2)C(=O)N imidazo[1,2-a]pyrazine-6-carboxamide trifluoroacetate salt